((2-(((2R)-6-((6,6-Difluorobicyclo[3.1.0]hexan-3-yl)amino)hexan-2-yl)oxy)-4-methylphenyl)sulfonyl)-L-proline FC1(C2CC(CC12)NCCCC[C@@H](C)OC1=C(C=CC(=C1)C)S(=O)(=O)N1[C@@H](CCC1)C(=O)O)F